C(CCCCC)C(C(=O)OCCCCCCCCN(CCOC(NCCN(C)C)=O)CCCCCCCCCCC(=O)OCCCCCC)CCCCCCCC hexyl 10-(8-((2-hexyldecanoyl) oxy) octyl)-2-methyl-6-oxo-7-oxa-2,5,10-triazahenicosan-21-oate